2,2-dimethyl-3-(3-methyl-1-acetyl-5-bromoindolin-3-yl)propionitrile CC(C#N)(CC1(CN(C2=CC=C(C=C12)Br)C(C)=O)C)C